C(N1N=CC(=C1)C=1C=C(C(=NC1)C1=CN=C(N=N1)N(C1CC(NC(C1)(C)C)(C)C)C)O)([2H])([2H])[2H] 5-[1-(2H3)Methyl-1H-Pyrazol-4-yl]-2-{3-[Methyl(2,2,6,6-Tetramethylpiperidin-4-yl)Amino]-1,2,4-Triazin-6-yl}Pyridin-3-ol